oxazol-5-ylmethyl (4-((1-isobutyrylpiperidin-4-yl)methyl)phenyl)carbamate C(C(C)C)(=O)N1CCC(CC1)CC1=CC=C(C=C1)NC(OCC1=CN=CO1)=O